calcium-samarium-stannum-aluminum [Al].[Sn].[Sm].[Ca]